[C@H]1([C@@H]([C@H]([C@@H]([C@H]([C@@H]1OP(=O)(O)O)OP(=O)(O)OP(=O)(O)O)OP(=O)(O)OP(=O)(O)O)OP(=O)(O)O)OP(=O)(O)O)OP(=O)(O)O The molecule is a 1D-myo-inositol bis(diphosphate) tetrakisphosphate having the two diphospho groups located at positions 5 and 6. It has a role as a Saccharomyces cerevisiae metabolite.